NC1=CC=C(C=C1)C=1C=C2C(=NC1)NN=C2C(=O)C=2C(=C(C=CC2F)NS(=O)(=O)CCC)F N-(3-(5-(4-aminophenyl)-1H-pyrazolo[3,4-b]pyridine-3-carbonyl)-2,4-difluorophenyl)-propane-1-sulfonamide